[(furan-3-yl)methyl]-7H-pyrrolo[2,3-d]pyrimidin-4-amine hydrochloride Cl.O1C=C(C=C1)CC=1N=C(C2=C(N1)NC=C2)N